tert-butyl (S)-(3-hydroxy-1-oxo-1-(2-(2,2,2-trifluoroacetyl)hydrazineyl)propan-2-yl)carbamate OC[C@@H](C(NNC(C(F)(F)F)=O)=O)NC(OC(C)(C)C)=O